C1(CCCC1)C1=CC(=NN1)NC1=NC(=CC(=N1)C)N1N=CC=C1 N-(5-cyclopentyl-1H-pyrazol-3-yl)-4-methyl-6-(1H-pyrazol-1-yl)pyrimidin-2-amine